The molecule is a dihydroxyflavone that is tricin 4'-O-(erythro-beta-guaiacylglyceryl) ether in which the hydroxy hydrogen at position 7 has been replaced by a beta-D-glucopyranosyl group. It has a role as a plant metabolite. It is a beta-D-glucoside, a dimethoxyflavone, a glycosyloxyflavone, a monohydroxyflavone, a monosaccharide derivative and a polyphenol. It derives from a 3',5'-di-O-methyltricetin and a (-)-(7R,8S)-guaiacylglycerol. COC1=CC(=CC(=C1O[C@@H](CO)[C@@H](C2=CC(=C(C=C2)O)OC)O)OC)C3=CC(=O)C4=C(C=C(C=C4O3)O[C@H]5[C@@H]([C@H]([C@@H]([C@H](O5)CO)O)O)O)O